OCCCCCCCCN1C(C=2C(C1=O)=CC=CC2)=O N-(8-hydroxyoctyl)phthalimide